N-(4-amino-1H-pyrazolo[4,3-c]pyridin-7-yl)-N'-[(4-fluorophenyl)methyl]-N'-[(3-methyl-2-pyridyl)methyl]oxamide NC1=NC=C(C2=C1C=NN2)NC(=O)C(=O)N(CC2=NC=CC=C2C)CC2=CC=C(C=C2)F